tert-Butyl (2S,4R)-2-((3,3-dimethylbutyl)carbamoyl)-4-fluoropyrrolidine-1-carboxylate CC(CCNC(=O)[C@H]1N(C[C@@H](C1)F)C(=O)OC(C)(C)C)(C)C